[Na].FC1=C(C=CC(=C1)F)CNC(=O)C=1C(C(=C2N(C[C@H]3N(C2=O)[C@@H](CO3)C)C1)O)=O (3R,11aS)-N-[(2,4-Difluorophenyl)methyl]-6-hydroxy-3-methyl-5,7-dioxo-2,3,5,7,11,11a-hexahydro[1,3]oxazolo[3,2-a]pyrido[1,2-d]pyrazine-8-carboxamide sodium salt